2-((2S)-1-acryloyl-4-(2-(((S)-1-methylpyrrolidin-2-yl)methoxy)-2',3',5,7-tetrahydrospiro[cyclopenta[d]pyrimidine-6,1'-inden]-4-yl)piperazin-2-yl)acetonitrile C(C=C)(=O)N1[C@H](CN(CC1)C=1C2=C(N=C(N1)OC[C@H]1N(CCC1)C)CC1(CCC3=CC=CC=C13)C2)CC#N